CC1(OB(OC1(C)C)C=1C=C(C=CC1)N1C(CCCC1)=O)C 1-(3-(4,4,5,5-tetramethyl-1,3,2-dioxaborolan-2-yl)phenyl)piperidin-2-one